C(C=C)N1N(C2=NC(=CC=C2C1=O)NC1=NC=C(C(=C1)N[C@H](CO)C1=CC=CC=C1)C1=NC(=NO1)C1=CC=NC=C1)C(C)C (S)-2-allyl-6-((4-((2-hydroxy-1-phenylethyl)amino)-5-(3-(pyridin-4-yl)-1,2,4-oxadiazol-5-yl)pyridin-2-yl)amino)-1-isopropyl-1,2-dihydro-3H-pyrazolo[3,4-b]pyridin-3-one